Sodium 2,3-bis((4-carboxybutanoyl)oxy)propyl ((R)-2,3-bis(tetradecanoyloxy)-propyl) phosphate P(=O)(OCC(COC(CCCC(=O)O)=O)OC(CCCC(=O)O)=O)(OC[C@@H](COC(CCCCCCCCCCCCC)=O)OC(CCCCCCCCCCCCC)=O)[O-].[Na+]